ClC(C(=O)N(CCC(=O)N)NC([C@H](CC(C)C)NC(\C=C\C1=CC=CC=C1)=O)=O)F 3-[(2-chloro-2-fluoro-acetyl)-[[(2S)-4-methyl-2-[[(E)-3-phenylprop-2-enoyl]amino]pentanoyl]amino]amino]propanamide